O1C(=CC=C1)C=1C=CC(=C(C1)NC1=NC=NC2=CC(=C(C=C12)OC1CC(N(CC1)C(C=C)=O)C)OC)OC 1-(4-((4-((5-(furan-2-yl)-2-methoxyphenyl)amino)-7-methoxyquinazolin-6-yl)oxy)-2-methylpiperidin-1-yl)prop-2-en-1-one